COC[C@](CC=C)(S(=O)(=O)N(CC1=CC=C(C=C1)OC)CC1=CC=C(C=C1)OC)C (S)-1-METHOXY-N,N-BIS(4-METHOXYBENZYL)-2-METHYLPENT-4-ENE-2-SULFONAMIDE